COCCO[Si](C=C)(OCCOC)OCCOC 1-[tri(methoxyethoxy)-silyl]-ethene